trans-(1-((5-(Aminomethyl)thiophen-2-yl)sulfonyl)-5-cyclohexylpiperidin-3-yl)(1,1-dioxidothiomorpholino)methanone 2,2,2-trifluoroacetate FC(C(=O)O)(F)F.NCC1=CC=C(S1)S(=O)(=O)N1C[C@H](C[C@@H](C1)C1CCCCC1)C(=O)N1CCS(CC1)(=O)=O